4-(2-azido-5-chlorophenyl)-6-methoxypyrimidine N(=[N+]=[N-])C1=C(C=C(C=C1)Cl)C1=NC=NC(=C1)OC